behenyl-dimethylamine oxide C(CCCCCCCCCCCCCCCCCCCCC)[N+](C)(C)[O-]